C(C)(=O)C=1NC2=CC=C(C=C2C1C=1N=NN(C1)C[C@H]1CN(CC1)CCNS(=O)(=O)C1=CC=C(C=C1)CC(C)C)F (R)-N-(2-(3-((4-(2-acetyl-5-fluoro-1H-indol-3-yl)-1H-1,2,3-triazol-1-yl)methyl)pyrrolidin-1-yl)ethyl)-4-isobutylbenzenesulfonamide